C1(=C(C=CC=C1)NC(=O)C1=NC(=NC=C1)N1CCOCC1)NC(=O)C1=NC(=NC=C1)N1CCOCC1 N,N'-(1,2-phenylene)bis(2-morpholinopyrimidine-4-carboxamide)